1-(2-(cyclopropanesulfonylamino)thiazol-4-yl)-N-(4-(6-ethoxypyrazin-2-yl)phenyl)cyclopropane-1-carboxamide C1(CC1)S(=O)(=O)NC=1SC=C(N1)C1(CC1)C(=O)NC1=CC=C(C=C1)C1=NC(=CN=C1)OCC